1-cyclopropyl-6-fluoro-7-((isopropylamino)methyl)-2-methylquinolin-4(1H)-one C1(CC1)N1C(=CC(C2=CC(=C(C=C12)CNC(C)C)F)=O)C